tert-butyl (2S)-2-{[(methylsulfonyl)oxy]methyl}pyrrolidine-1-carboxylate CS(=O)(=O)OC[C@H]1N(CCC1)C(=O)OC(C)(C)C